(2-Nitrophenyl)sulfonamide [N+](=O)([O-])C1=C(C=CC=C1)S(=O)(=O)N